(3-cyclobutyl-5-(3,5-dimethyl-1H-pyrazol-1-yl)phenyl)boronic acid C1(CCC1)C=1C=C(C=C(C1)N1N=C(C=C1C)C)B(O)O